(S,E)-4-((2-((7-(8-chloronaphthalen-1-yl)-2-((1-methylpyrrolidin-2-yl)methoxy)-5,6,7,8-tetrahydropyrido[3,4-d]pyrimidin-4-yl)(methyl)amino)ethyl)amino)-4-oxobut-2-enoic acid ClC=1C=CC=C2C=CC=C(C12)N1CC=2N=C(N=C(C2CC1)N(CCNC(/C=C/C(=O)O)=O)C)OC[C@H]1N(CCC1)C